7-Bromo-4-chloro-3-iodo-1H-indazole BrC=1C=CC(=C2C(=NNC12)I)Cl